1-(azetidin-3-yl)-1H-pyrazole hydrochloride salt Cl.N1CC(C1)N1N=CC=C1